(4-(prop-1-en-2-yl)cyclohex-1-en-1-yl)methyl acetate (dihydrocuminyl acetate) C(C1CC=C(C(C)C)C=C1)CC(=O)O.C(C)(=O)OCC1=CCC(CC1)C(=C)C